4-[(piperazin-1-yl)methyl]pyridine N1(CCNCC1)CC1=CC=NC=C1